3-chloro-6-(3-methoxyphenyl)-4-methylpyridazine ClC=1N=NC(=CC1C)C1=CC(=CC=C1)OC